N-[4-fluoro-5-[5-(morpholin-4-ylmethyl)-1,3-thiazol-2-yl]-2-[rac-(3R,5S)-3,4,5-trimethylpiperazin-1-yl]phenyl]-6-oxo-4-(trifluoromethyl)-1H-pyridine-3-carboxamide FC1=CC(=C(C=C1C=1SC(=CN1)CN1CCOCC1)NC(=O)C1=CNC(C=C1C(F)(F)F)=O)N1C[C@H](N([C@H](C1)C)C)C |r|